5-chloro-2-[4-(piperidin-3-yl)phenyl]pyrrole 4,4-difluorocyclohexyl-((S)-1-(((S)-1-hydroxy-3-((S)-2-oxopyrrolidin-3-yl)propan-2-yl)amino)-4-methyl-1-oxopentan-2-yl)carbamate FC1(CCC(CC1)N(C(O)=O)[C@H](C(=O)N[C@H](CO)C[C@H]1C(NCC1)=O)CC(C)C)F.ClC1=CC=C(N1)C1=CC=C(C=C1)C1CNCCC1